F[C@]1([C@@H](C1)C(=O)OCC)CO trans-ethyl 2-fluoro-2-(hydroxymethyl)cyclopropanecarboxylate